ClC1=C(C=C(C=C1)F)[C@@H]([C@@H](C)C=1N(C(C(=C(N1)C(=O)NC=1C=NOC1)O)=O)C)N1N=C(C=C1)C 2-((1R,2R)-1-(2-chloro-5-fluorophenyl)-1-(3-methyl-1H-pyrazol-1-yl)propan-2-yl)-5-hydroxy-N-(isoxazol-4-yl)-1-methyl-6-oxo-1,6-dihydropyrimidine-4-carboxamide